Ethyl (S)-3-(3-(Furan-3-yl)phenyl)-3-(3-(4-hydroxy-1-methyl-2-oxo-1,2-dihydropyridin-3-yl)ureido)propanoat O1C=C(C=C1)C=1C=C(C=CC1)[C@H](CC(=O)OCC)NC(=O)NC=1C(N(C=CC1O)C)=O